N,N'-Bis(3-amino-propyl)ethylendiamin NCCCNCCNCCCN